6''-bromo-8''-methyl-2''H-dispiro[cyclohexane-1,1'-cyclobutane-3',3''-imidazo[1,5-a]pyridine]-1'',5''-dione BrC1=CC(=C2N(C1=O)C1(NC2=O)CC2(C1)CCCCC2)C